nonane-2,6-diene CC=CCCC=CCC